2-amino-N-(2-chloro-4-nitrophenyl)acetamide NCC(=O)NC1=C(C=C(C=C1)[N+](=O)[O-])Cl